dimethyl-2,3-dihydrofuran CC1=C(CCO1)C